(3-(2-nitro-1-(2-phenyl-1H-indol-3-yl)ethyl)phenyl)boronic acid [N+](=O)([O-])CC(C1=C(NC2=CC=CC=C12)C1=CC=CC=C1)C=1C=C(C=CC1)B(O)O